(S)-2-(3-chlorophenyl)-2-methyl-1-phenylpropyl ((S)-1-oxo-1-(((S)-1-oxo-3-((S)-2-oxopyrrolidin-3-yl)propan-2-yl)amino)hexan-2-yl)carbamate O=C([C@H](CCCC)NC(O[C@H](C(C)(C)C1=CC(=CC=C1)Cl)C1=CC=CC=C1)=O)N[C@H](C=O)C[C@H]1C(NCC1)=O